OC(CC1=NNC(O1)=S)CNC1=CC(=CC=C1)OC 5-[2-hydroxy-3-(3-methoxyphenylamino)propyl]-1,3,4-oxadiazole-2(3H)-thione